methyl (E)-3-amino-4-((4-((tert-butoxycarbonyl)amino)but-2-en-1-yl)amino)-5-methoxybenzoate NC=1C=C(C(=O)OC)C=C(C1NC\C=C\CNC(=O)OC(C)(C)C)OC